C1(=CC=CC=C1)C1N(C(OC1)=O)C(C=CC=1SC=CC1C1=CC=CC=C1)=O 4-phenyl-3-(3-(3-phenylthiophen-2-yl)propenoyl)oxazolidin-2-one